C1(CC1)C1=CC=C(C=C1)C1CCC(CC1)C(=O)NC1=CC(=C(C=C1)O)S(=O)(=O)C 4-(4-cyclopropylphenyl)-N-(4-hydroxy-3-(methylsulfonyl)phenyl)cyclohexane-1-carboxamide